ClC1=C(C=CC=C1S)NC(=O)C1=NC=CC=N1 N-(2-chloro-3-mercaptophenyl)pyrimidine-2-carboxamide